C1(CC1)C1=C(C=CC=C1)NC(=O)C1=CN=C(S1)N1CCC(CC1)N1C[C@@H](CCC1)C N-(2-cyclopropylphenyl)-2-[(3R)-3-methyl-[1,4'-bipiperidin]-1'-yl]-1,3-thiazole-5-carboxamide